tetrafluoro-1,3-dioxolan-2-one FC1(C(OC(O1)=O)(F)F)F